2-Oxo-2-[(2R,5S)-2-[2-[2-(dimethylamino)-1-methyl-ethyl]-1,3-benzothiazol-5-yl]-5-methyl-1-piperidyl]acetamide O=C(C(=O)N)N1[C@H](CC[C@@H](C1)C)C=1C=CC2=C(N=C(S2)C(CN(C)C)C)C1